C1NCC12NCCCCC2 2,5-diazaspiro[3.6]decane